Dimethoxymethyl(3,3,3-trifluoropropyl)silan COC(OC)[SiH2]CCC(F)(F)F